C(C)(C)(C)OC(NC=1C=C2C(=CNC2=CC1)C1=NN=C(N1)CN1CCC(CC1)CC1=CC=CC=C1)=O (3-(5-((4-benzyl-piperidin-1-yl)methyl)-4H-1,2,4-triazol-3-yl)-1H-indol-5-yl)carbamic acid tert-butyl ester